(6-((cyclopropylmethoxy)methyl)pyridin-2-yl)methanamine C1(CC1)COCC1=CC=CC(=N1)CN